C1OCC2=CC(=CC=C12)C(C)O 1-(1,3-dihydroisobenzofuran-5-yl)ethan-1-ol